2-(1-(azetidin-3-yl)-1H-pyrazol-4-yl)-8-chloro-7-((2-methyl-1H-benzo[d]imidazol-6-yl)oxy)quinoxaline N1CC(C1)N1N=CC(=C1)C1=NC2=C(C(=CC=C2N=C1)OC=1C=CC2=C(NC(=N2)C)C1)Cl